C(CCCCCCCCCCCCC)(=O)N[C@@H](C)C(=O)OC[C@]1(O[C@H](C[C@@H]1O)N1C2=NC(=NC(=C2N=C1)N)F)C#C ((2R,3S,5R)-5-(6-amino-2-fluoro-9H-purin-9-yl)-2-ethynyl-3-hydroxytetrahydrofuran-2-yl)methyl tetradecanoyl-L-alaninate